Sodium methyl-hexyne CC#CCCCC.[Na]